N[C@@H](CCC(=O)[O-])C(=O)OCCCC butyl Glutamate